1,2-divinyl-cyclohexane C(=C)C1C(CCCC1)C=C